6-bromo-4-chloro-1-methyl-2-oxo-1,2-dihydroquinoline-3-carbonitrile BrC=1C=C2C(=C(C(N(C2=CC1)C)=O)C#N)Cl